benzyl 4-(4,5-dichloro-3-oxoisothiazol-2(3H)-yl)benzoate ClC=1C(N(SC1Cl)C1=CC=C(C(=O)OCC2=CC=CC=C2)C=C1)=O